FC(N1N=C(N=N1)[C@H](N1CCN(CC1)C(=O)C1=NC=CC(=C1)C=1OC2=C(N1)C=C(C=C2)C=2C(=NNC2)C)C2=CC=CC=C2)F |r| (R/S)-(4-((2-(difluoromethyl)-2H-tetrazol-5-yl)(phenyl)methyl)piperazin-1-yl)(4-(5-(3-methyl-1H-pyrazol-4-yl)benzo[d]oxazol-2-yl)pyridin-2-yl)methanone